ClC1=C(C=CC(=C1)Cl)C=1CCCC2=C(C1C1=CC=C(C=C1)O[C@@H]1CN(CC1)CCCF)C=CC(=C2)C2=NOC(N2)=S (S)-3-(8-(2,4-dichlorophenyl)-9-(4-((1-(3-fluoropropyl)pyrrolidin-3-yl)oxy)phenyl)-6,7-dihydro-5H-benzo[7]annulen-3-yl)-1,2,4-oxadiazole-5(4H)-thione